C(C)(C)(C)[S@@](=O)NC(C)C=1C=C(C(=C(C1)NC(C)=O)F)C(F)(F)F N-[5-[1-[[(R)-tert-butylsulfinyl]amino]ethyl]-2-fluoro-3-(trifluoromethyl)phenyl]acetamide